C(C1=CC=CC=C1)C1=NC(=NC=C1)C1CNCC1 benzyl-2-pyrrolidin-3-ylpyrimidine